6-(4-((1-oxa-8-azaspiro[4.5]decan-8-yl)methyl)benzyl)-1-(4-methoxybenzyl)pyrrolo[2,3,4-de]isoquinolin-2(1H)-one O1CCCC12CCN(CC2)CC2=CC=C(CC1=NC=C3C=4C(=CC=CC14)C(N3CC3=CC=C(C=C3)OC)=O)C=C2